C(CCCCCCC)C1=C(C=CC=C1)CCCCCCCCCCCC(=O)N 12-(2-octylphenyl)dodecanamide